C(#N)C(C)(C)ON(C(C(C#N)(C)C)C1=CC=CC=C1)C(C)C 3-(((2-cyanopropan-2-yl)oxy)(isopropyl)amino)-2,2-dimethyl-3-phenylpropionitrile